BrCCOC=1C=C2C(=NC1)N(C(N2)=O)C2CC(C2)(C)O 6-(2-bromoethoxy)-3-((cis)-3-hydroxy-3-methylcyclobutyl)-1,3-dihydro-2H-imidazo[4,5-b]pyridin-2-one